(2S,3S,4S,5R)-4-[[3-[2-(difluoromethoxy)-3,4-difluoro-phenyl]-4,5-dimethyl-5-(trifluoromethyl)tetrahydrofuran-2-carbonyl]amino]-5-methyl-pyridine-2-carboxamide FC(OC1=C(C=CC(=C1F)F)[C@H]1[C@H](O[C@]([C@H]1C)(C(F)(F)F)C)C(=O)NC1=CC(=NC=C1C)C(=O)N)F